6-(indolin-4-yl)nicotinaldehyde N1CCC2=C(C=CC=C12)C1=NC=C(C=O)C=C1